BrC=1C(=C(SC1)C(=O)N(C)OC)F 4-bromo-3-fluoro-N-methoxy-N-methyl-thiophene-2-carboxamide